(-)-(4aS,8aR)-6-(4-((4-(tert-Butyl)thiazol-2-yl)methyl)piperidine-1-carbonyl)hexahydro-2H-pyrido[4,3-b][1,4]oxazin-3(4H)-one C(C)(C)(C)C=1N=C(SC1)CC1CCN(CC1)C(=O)N1C[C@H]2[C@H](OCC(N2)=O)CC1